2-amino-4-methyl-sulfonyl-butanoic acid NC(C(=O)O)CCS(=O)(=O)C